COC(=O)C1=NC(=C(N=C1N)C)Br Methyl-3-amino-6-bromo-5-methyl-pyrazine-2-carboxylate